2-(cyclobutoxy)-3-(4,4,5,5-tetramethyl-1,3,2-dioxaborolan-2-yl)pyridine C1(CCC1)OC1=NC=CC=C1B1OC(C(O1)(C)C)(C)C